FC1=C(C=CC=C1)N1N=C(C(C=C1C)=O)C(=O)NC1=NC(=CC=C1)C 1-(2-fluorophenyl)-6-methyl-N-(6-methylpyridin-2-yl)-4-oxo-1,4-dihydropyridazine-3-carboxamide